C(C)(C)(C)OC(=O)N1CC(CCC1)N N-tert-butyloxycarbonyl-3-aminopiperidine